3-(2-chloro-4-fluorophenyl)-4-methyl-2-(4-((S)-2-((S)-3-methylpyrrolidin-1-yl)propoxy)phenyl)-2H-benzopyran-6-ol ClC1=C(C=CC(=C1)F)C=1C(OC2=C(C1C)C=C(C=C2)O)C2=CC=C(C=C2)OC[C@H](C)N2C[C@H](CC2)C